(4S,5S)-N-[(1R*)-1-cyano-3-(dimethylamino)propyl]-7-ethyl-4-(4-fluorophenyl)-N-methyl-6-oxo-1-phenyl-5-[3-(trifluoromethyl)benzamido]-4H,5H-pyrazolo[3,4-b]pyridine-3-carboxamide C(#N)[C@@H](CCN(C)C)N(C(=O)C1=NN(C=2N(C([C@H]([C@H](C21)C2=CC=C(C=C2)F)NC(C2=CC(=CC=C2)C(F)(F)F)=O)=O)CC)C2=CC=CC=C2)C |o1:2|